C(C)OC(=O)C=1N=CSC1\C=C(\COC1=C(C=C(C=C1)C#CCNC)F)/C 5-[(1E)-3-{2-fluoro-4-[3-(methylamino)prop-1-yn-1-yl]Phenoxy}-2-methylpropan-1-en-1-yl]-1,3-thiazole-4-carboxylic acid ethyl ester